8'-Fluoro-1'-[trans-4-(trifluoromethyl)cyclohexyl]-4'H,6'H-spiro[1,3-dioxolan-2,5'-[1,2,4]triazolo[4,3-a][1]benzazepin] FC=1C=CC2=C(CC3(CC=4N2C(=NN4)[C@@H]4CC[C@H](CC4)C(F)(F)F)OCCO3)C1